3-(N-vinylbenzyl-2-aminoethyl)aminopropyltrimethoxysilane hydrochloride Cl.C(=C)NC(CNCCC[Si](OC)(OC)OC)CC1=CC=CC=C1